CC1=NC=CC(=C1C=1C=C2C(=NC1)NC=C2C2=CC(=NC=C2)N2CCN(CC2)C)C 5-(2,4-dimethylpyridin-3-yl)-3-(2-(4-methylpiperazin-1-yl)pyridin-4-yl)-1H-pyrrolo[2,3-b]pyridine